1-bromo-4-(2-butyloctyl)benzene BrC1=CC=C(C=C1)CC(CCCCCC)CCCC